(5-(4-toluenesulfonyl)oxy-5H-thiophen-2-ylidene)benzyl cyanide CC1=CC=C(C=C1)S(=O)(=O)OC1C=CC(S1)=C(C1=CC=CC=C1)C#N